tert-butyl 4-[5-(4,4,5-trimethyl-1,3,2-dioxaborolan-2-yl)-2-pyridyl]piperazine-1-carboxylate CC1(OB(OC1C)C=1C=CC(=NC1)N1CCN(CC1)C(=O)OC(C)(C)C)C